tert-butyl (2S)-4-(6-fluoro-7-(N-(1-methylcyclopropyl) sulfamoyl)-9H-pyrimido[4,5-b]indol-4-yl)-2-methylpiperidine-1-carboxylate FC=1C=C2C3=C(NC2=CC1S(NC1(CC1)C)(=O)=O)N=CN=C3C3C[C@@H](N(CC3)C(=O)OC(C)(C)C)C